N-[(2S,3R,4S)-2-[([1,1'-biphenyl]-3-yl)-methyl]-1-(cyclopropanecarbonyl)-4-fluoropyrrolidin-3-yl]ethanesulfonamide C1(=CC(=CC=C1)C[C@@H]1N(C[C@@H]([C@@H]1NS(=O)(=O)CC)F)C(=O)C1CC1)C1=CC=CC=C1